N1CC(C1)NC=1C=CC(=C(C(=O)N[C@H](C)C2=CC(=CC=C2)C2=CC3=C(S2)C=CS3)C1)C (R)-5-(azetidin-3-ylamino)-2-methyl-N-(1-(3-(thieno[3,2-b]thiophen-2-yl)phenyl)ethyl)benzamide